4-isobutyl-N-pyrimidin-2-yl-benzenesulfonamide C(C(C)C)C1=CC=C(C=C1)S(=O)(=O)NC1=NC=CC=N1